2-(2,5-dimethylpyridin-4-yl)-3-isopropyl-5-(1-((1-methyl-1H-1,2,4-triazol-3-yl)methyl)piperidin-4-yl)-1H-indole CC1=NC=C(C(=C1)C=1NC2=CC=C(C=C2C1C(C)C)C1CCN(CC1)CC1=NN(C=N1)C)C